N-(4-(2-(2-Acrylamido-5-(trifluoromethyl)phenyl)-3H-imidazo[4,5-b]pyridin-7-yl)-2-fluorobenzyl)-3-(tert-butyl)-1,2,4-oxadiazole-5-carboxamide C(C=C)(=O)NC1=C(C=C(C=C1)C(F)(F)F)C1=NC=2C(=NC=CC2C2=CC(=C(CNC(=O)C3=NC(=NO3)C(C)(C)C)C=C2)F)N1